C(C)(C)[C@H]1CC[C@H](CC1)N1CCC(CC1)N1C(=C(C=2C1=NC=CC2)CN2CCCC2)CNC(C)=O N-((1-(1-(cis-4-isopropylcyclohexyl)piperidin-4-yl)-3-(pyrrolidin-1-ylmethyl)-1H-pyrrolo[2,3-b]pyridin-2-yl)methyl)acetamide